C(C)(C)NC1=NN2C(C=N1)=C(C=C2)C2=NC1=CC=CN=C1C=C2 N-isopropyl-5-(1,5-naphthyridin-2-yl)pyrrolo[2,1-f][1,2,4]triazin-2-amine